5-(3-hydroxy-4-(5-(methyl(piperidin-4-yl)amino)pyrazin-2-yl)phenyl)pyrimidin-2(1H)-one OC=1C=C(C=CC1C1=NC=C(N=C1)N(C1CCNCC1)C)C=1C=NC(NC1)=O